C(C)(C)(C)N(C(O)=O)C[C@]1(NC(NC1=O)=O)CCC(C)C.Cl.NC[C@@]1(C(NC(N1)=O)=O)CCC(C)C |r| rac-5-(aminomethyl)-5-(3-methylbutyl)imidazolidine-2,4-dione hydrochloride rac-tert-butyl-{[4-(3-methylbutyl)-2,5-dioxoimidazolidin-4-yl]methyl}carbamate